[1,2]Oxaphosphorinane O1PCCCC1